CS(=O)(=O)OC1=CC=CC=2COC(OCC21)C=2N=C(SC2)C2CCN(CC2)C(CN2N=C(C=C2C)C(F)(F)F)=O 3-[2-(1-{[5-methyl-3-(trifluoro-methyl)-1H-pyrazol-1-yl]acetyl}piperidin-4-yl)-1,3-thiazol-4-yl]-1,5-dihydro-2,4-benzodioxepin-6-yl methanesulfonate